NC1=NC2=C(C3=CN=CC=C13)C=C(C=C2)C(=O)N(C2CCC1=CC(=CC=C21)C(F)(F)F)CC2CC2 5-amino-N-(cyclopropylmethyl)-N-(5-(trifluoromethyl)-2,3-dihydro-1H-inden-1-yl)benzo[c][2,6]naphthyridin-9-carboxamide